NC=1C(=NC(=C(C1)F)C1=C(C=CC=C1F)F)C(=O)NC=1C(=C2C(=NC1)OCC2)N2CC(CC(C2)C)N 3-amino-N-{4-[3-amino-5-methylpiperidin-1-yl]-2,3-dihydrofuro[2,3-b]pyridin-5-yl}-6-(2,6-difluorophenyl)-5-fluoropyridine-2-carboxamide